3-(7-Chloro-4-fluoro-1-benzofuran-3-yl)-1,2,5,6-tetrahydropyridine ClC1=CC=C(C=2C(=COC21)C=2CNCCC2)F